ClCCCN1C(N=C2C(C1=O)=CC=CN2CC2=CN=C(S2)Cl)=O 3-(3-chloropropyl)-8-((2-chlorothiazol-5-yl)methyl)pyrido[2,3-d]pyrimidine-2,4(3h,8h)-dione